3-(vinyloxycarbonylthio)-propyl-tris(trimethylsiloxy)silane C(=C)OC(=O)SCCC[Si](O[Si](C)(C)C)(O[Si](C)(C)C)O[Si](C)(C)C